ClP(=O)(OCC)N[C@@H](C)C(=O)OCC.NC1(C(C=CC=C1)N)N o-amino o-phenylenediamine ethyl (chloro(ethoxy)phosphoryl)-L-alaninate